FC(C(=O)O)(F)F.C(N)(=N)N1CCC(=CC1)C=1C=C(N(C1)C)C(=O)NC1=CC=C(C=C1)C=1CCN(CC1)C(N)=N 4-(1-carbamimidoyl-1,2,3,6-tetrahydropyridin-4-yl)-N-[4-(1-carbamimidoyl-1,2,3,6-tetrahydropyridin-4-yl)phenyl]-1-methyl-1H-pyrrole-2-carboxamide trifluoroacetate